C(=O)(OC(C)(C)C)N1CC(NCC1)C 1-Boc-3-methylpiperazine